ClC=1C=C(C2=C(OCO2)C1)C=O 6-chlorobenzo[d][1,3]dioxole-4-carbaldehyde